1,3-bis(bicyclo[2.2.1]hept-5-en-2-ylmethoxy)propane Methyl-2-((4-(2,7-diazaspiro[3.5]nonan-2-yl)pyrimidin-5-yl)oxy)-5-fluorobenzoate COC(C1=C(C=CC(=C1)F)OC=1C(=NC=NC1)N1CC2(C1)CCNCC2)=O.C21C(CC(C=C2)C1)COCCCOCC1C2C=CC(C1)C2